C(C1=CC=CC(=N1)C(C)=O)([2H])([2H])[2H] 1-(6-(methyl-d3)pyridin-2-yl)ethane-1-one